[NH4+].S(=O)(=O)([O-])[O-].C(CCCCCCCC)C=1C(=C(C=CC1)OC1=C(C(=CC=C1)CCCCCCCCC)C1=CC=CC=C1)C1=CC=CC=C1.[NH4+] nonylphenylphenyl ether sulfate ammonium